P1(=O)(O)OC2=C(C3=CC=CC=C3C=C2C2=C(C=C(C=C2C(C)C)C(C)C)C(C)C)C2=C(C(=CC3=CC=CC=C23)C2=C(C=C(C=C2C(C)C)C(C)C)C(C)C)O1 3,3'-bis(2,4,6-triisopropylphenyl)-1,1'-binaphthyl-2,2'-diyl hydrogenphosphate